(2S,4R)-allyl 4-(2-((1R,3R)-3-((tert-butoxycarbonyl) (methyl) amino)-1-((3,3-dimethylbutyryl) oxy)-4-methylpentyl) thiazole-4-carboxamido)-2-methyl-5-phenylpentanoate C(C)(C)(C)OC(=O)N([C@H](C[C@@H](OC(CC(C)(C)C)=O)C=1SC=C(N1)C(=O)N[C@H](C[C@@H](C(=O)OCC=C)C)CC1=CC=CC=C1)C(C)C)C